N-methyl-5-(3-((8-methyl-6-oxo-7-(trifluoromethyl)-5,6-dihydro-1,5-naphthyridin-3-yl)methyl)-3,8-diazabicyclo[3.2.1]octan-8-yl)picolinamide CNC(C1=NC=C(C=C1)N1C2CN(CC1CC2)CC=2C=NC=1C(=C(C(NC1C2)=O)C(F)(F)F)C)=O